2-(1-(4-(benzyloxy)phenyl)cyclopropyl)-5,6,7,8-tetrahydropyrido[4,3-d]pyrimidin-4(3H)-one C(C1=CC=CC=C1)OC1=CC=C(C=C1)C1(CC1)C=1NC(C2=C(N1)CCNC2)=O